acrylic acid choline OCC[N+](C)(C)C.C(C=C)(=O)O